C(C1=CC=CC=C1)OC1=NC(=CC=C1C1=C(C=C(C=C1F)C=1CCN(CC1)C(=O)OC(C)(C)C)F)OCC1=CC=CC=C1 tert-butyl 4-(4-(2,6-bis(benzyloxy)pyridin-3-yl)-3,5-difluorophenyl)-3,6-dihydropyridine-1(2H)-carboxylate